C(CCCCCCC\C=C/CCCCCCCC)(=O)[O-].[Pb+2].C(CCCCCCC\C=C/CCCCCCCC)(=O)[O-] lead oleate salt